COC1=NC=NC2=CC=C(C=C12)C=1C=CN2N=C(N=CC21)N[C@@H]2CC[C@@H](CC2)N cis-N1-(5-(4-methoxyquinazolin-6-yl)pyrrolo[2,1-f][1,2,4]triazin-2-yl)cyclohexane-1,4-diamine